C(C)(C)(C)OC(NC1=CSC(=C1)Br)=O N-(5-bromo-3-thienyl)carbamic acid tert-butyl ester